C(CCC)NS(=O)(=O)C1=CC=CC=C1 benzenesulfonic acid-n-butyl amide